(R)-4-amino-6-methylheptanoic acid N[C@H](CCC(=O)O)CC(C)C